tert-butyl (3S)-3-{[4-({3-methyl-4-[(1-methyl-1,3-benzodiazol-5-yl)oxy]phenyl}amino)pyrido[3,2-d]pyrimidin-6-yl]oxy}pyrrolidine-1-carboxylate CC=1C=C(C=CC1OC1=CC2=C(N(C=N2)C)C=C1)NC=1C2=C(N=CN1)C=CC(=N2)O[C@@H]2CN(CC2)C(=O)OC(C)(C)C